C(C)(C)(C)OC(N(CCCCN(C1=C2CN(C(C2=CC=C1)=O)C1C(NC(CC1)=O)=O)CCC(CNC(=O)OC(C)(C)C)(C)C)C(=O)OC(C)(C)C)=O tert-butyl(tert-butoxycarbonyl)(4-((4-((tert-butoxycarbonyl)amino)-3,3-dimethylbutyl)(2-(2,6-dioxopiperidin-3-yl)-1-oxoisoindolin-4-yl) amino) butyl)carbamate